6-[4-(1,3-benzodioxol-5-yl)phenyl]Methoxy-2-[2-(N,N-dimethylamino)ethyl]Tetrahydronaphthalene O1COC2=C1C=CC(=C2)C2=CC=C(C=C2)COC=2C=C1CCC(CC1=CC2)CCN(C)C